C1=CC=C(C=C1)CNC2=NN=CN=N2 3-(4-benzylamino)-1,2,4,5-tetrazine